ClC=1N=C2C(=C(C(N(C2=CC1)C)=O)C#N)N1C[C@H]([C@@H](CC1)N(C1=CC=C(C=C1)F)C)C 6-Chloro-4-[(3R,4R)-4-(4-fluoro-N-methyl-anilino)-3-methyl-1-piperidyl]-1-methyl-2-oxo-1,5-naphthyridine-3-carbonitrile